(3,5-difluoro-4-(3-(1-methyl-1H-pyrazol-4-yl)-1H-pyrazolo[3,4-c]pyridin-5-yl)phenyl)-N-isopropylcyclobutylamine FC=1C=C(C=C(C1C=1C=C2C(=CN1)NN=C2C=2C=NN(C2)C)F)N(C(C)C)C2CCC2